C1(CCC1)CC(=O)OC[C@]1(O[C@H]([C@@H]2OC(O[C@@H]21)(C)C)C2=CC=C1C(=NC=NN12)N)C#N ((3aS,4R,6S,6aS)-6-(4-aminopyrrolo[2,1-f][1,2,4]triazin-7-yl)-4-cyano-2,2-dimethyltetrahydrofuro[3,4-d][1,3]dioxol-4-yl)methyl 2-cyclobutylacetate